C1C(CC12CCNCC2)C#CC=2C=C(N=NC2N)C2=C(C=CC=C2)O (5-((7-azaspiro[3.5]non-2-yl)ethynyl)-6-aminopyridazin-3-yl)phenol